N1=CC(=CC=C1)S(=O)(=O)N1C2=C(OCC1)C(=CN=C2)C2=CC=C(C#N)C=C2 4-(4-(Pyridin-3-ylsulfonyl)-3,4-dihydro-2H-pyrido[4,3-b][1,4]oxazin-8-yl)benzonitrile